N-(4-(3-isopropyl-2-(8-methoxy-[1,2,4]triazolo[1,5-a]pyridin-6-yl)-1H-indol-5-yl)cyclohexylidene)-2-methylpropane-2-sulfinamide C(C)(C)C1=C(NC2=CC=C(C=C12)C1CCC(CC1)=NS(=O)C(C)(C)C)C=1C=C(C=2N(C1)N=CN2)OC